O[C@H]1C(C(C[C@H](C1)C1=C(C=CC=C1)OC)=O)(C)C (3R,5S)-(-)-3-Hydroxy-2,2-dimethyl-5-(2-methoxyphenyl)cyclohexan-1-one